4-morpholinyl-2H-benzopyran-2-one N1(CCOCC1)C1=CC(OC2=C1C=CC=C2)=O